ClC1=CC=C(C=C1)C1(C(C(C(C(C1([2H])[2H])([2H])[2H])([2H])[2H])([2H])[2H])([2H])[2H])[2H] 1-(4-chlorophenyl)-1,2,2,3,3,4,4,5,5,6,6-undecadeuterio-cyclohexane